[SiH3]OB(O[SiH3])O[SiH3] tri-silyl-borate